5-(tetrahydro-2H-pyran-4-yl)-3-(5-(trifluoromethyl)-4H-1,2,4-triazol-3-yl)pyridinecarbaldehyde O1CCC(CC1)C=1C=C(C(=NC1)C=O)C1=NN=C(N1)C(F)(F)F